FC1=C(CNC(=O)C=2C(C(=C3N4[C@@]5(C[C@H](C24)O)CCCCN(C3=O)C5)O)=O)C=CC(=C1)F (6aR,8R)-N-(2,4-difluorobenzyl)-8,11-dihydroxy-1,10-dioxo-1,3,4,5,6,7,8,10-octahydro-2,6a-methano[1,4]diazonino[9,1,2-cd]indolizine-9-carboxamide